(5-methyl-1,3,4-thiadiazol-2-yl)amine CC1=NN=C(S1)N